5'-O-(4-trimethylsilylethynyl-4',4''-dimethyltrityl)-thymidine C[Si](C)(C)C#CC1=CC=C(C(C2=CC=C(C=C2)C)(C2=CC=C(C=C2)C)OC[C@@H]2[C@H](C[C@@H](O2)N2C(=O)NC(=O)C(C)=C2)O)C=C1